OC1(COC1)C1=CC=C(C=C1)C(=O)N1CCC(CC1)(OC=1SC2=C(N1)C=CC(=C2)C(F)(F)F)C (4-(3-hydroxyoxetan-3-yl)phenyl)(4-methyl-4-((6-(trifluoromethyl)benzo[d]thiazol-2-yl)oxy)piperidin-1-yl)methanone